N1(CCOCC1)C(=O)[C@H]1N(CC(C1)=O)C(=O)OCC1=CC=CC=C1 benzyl (S)-2-(morpholine-4-carbonyl)-4-oxopyrrolidine-1-carboxylate